4-chlorobenzyl (4-(2-(2-(hydroxymethyl)pyrrolidin-1-yl)-2-oxoethyl)phenyl)carbamate OCC1N(CCC1)C(CC1=CC=C(C=C1)NC(OCC1=CC=C(C=C1)Cl)=O)=O